1-[3-(chloromethyl)phenyl]-4-(trifluoromethyl)benzene ClCC=1C=C(C=CC1)C1=CC=C(C=C1)C(F)(F)F